4-amino-4-{2-[(3-hydroxy-1,6-dimethyl-4-oxo-1,4-dihydro-pyridin-2-ylmethyl)-carbamoyl]-ethyl}heptanedioic acid NC(CCC(=O)O)(CCC(=O)O)CCC(NCC=1N(C(=CC(C1O)=O)C)C)=O